OC(C)CC(CCC)OCC(=O)C1=CC=CC=C1 2-hydroxy-4-heptyloxyacetophenone